FC1CN(C1)C1=NC=C(C(=N1)NC1=NNC2=CC(=CC=C12)[C@@H]1C[C@@]12C(NC1=CC=C(C=C21)OC)=O)OC (1R,2S)-2-(3-{[2-(3-fluoroazetidin-1-yl)-5-methoxypyrimidin-4-yl]amino}-1H-indazol-6-yl)-5'-methoxyspiro[cyclopropane-1,3'-indol]-2'(1'H)-one